1-hydroxymethyl-5,5-dimethylhydantoin OCN1C(=O)NC(=O)C1(C)C